6-(3-amino-6-(3-((ethyl(methyl)amino)methyl)-4-methoxy-5-methylphenyl)-5-fluoropyrazin-2-yl)-3,4-dihydroisoquinolin-1(2H)-one NC=1C(=NC(=C(N1)F)C1=CC(=C(C(=C1)C)OC)CN(C)CC)C=1C=C2CCNC(C2=CC1)=O